FC=1C=C2C(=NC(=NC2=CC1)OC1=C(C=CC=C1)F)N1CC=2C=C(C=NC2CC1)C(F)(F)F 6-fluoro-2-(2-fluorophenoxy)-4-[3-(trifluoromethyl)-7,8-dihydro-5H-1,6-naphthyridin-6-yl]quinazoline